[2H][NH-] deuteroamide